3-chloro-5-(chloromethyl)-4-methylthiophene-2-carboxylic acid ClC1=C(SC(=C1C)CCl)C(=O)O